OC1=C(C=C(C=C1)C(F)(F)F)C(C)=O 1-[2-hydroxy-5-(trifluoromethyl)phenyl]ethanone